6,7-dimethoxyquinoline-3-carbonitrile COC=1C=C2C=C(C=NC2=CC1OC)C#N